ClC=1C(=NC(=NC1)NC1=C(C=C(C=C1)N1CCN(CC1)C(C)C)OC(F)F)NC=1SC=CC1C(=O)N 2-((5-chloro-2-((2-(difluoromethoxy)-4-(4-isopropylpiperazin-1-yl)phenyl)amino)pyrimidin-4-yl)amino)thiophene-3-carboxamide